C(/C1=CC=CC=C1)=C(\C=O)/CCCCCC (E)-2-benzylideneoctanal